tert-butyl 4-[1-[[3-[N'-(2-chloro-5-fluoro-phenyl)carbamimidoyl]-6-(6-methoxy-4-methyl-3-pyridyl)pyrrolo[1,2-b]pyridazin-4-yl]amino]-1-methyl-ethyl]piperidine-1-carboxylate ClC1=C(C=C(C=C1)F)N=C(N)C1=C(C=2N(N=C1)C=C(C2)C=2C=NC(=CC2C)OC)NC(C)(C)C2CCN(CC2)C(=O)OC(C)(C)C